ClC=1C=CC(=C(C1)[C@H]1C[C@H](C1)NC(=O)C=1N=NN(C1)CC1SC2=CN(CCC2=N1)C(=O)OC(C)(C)C)C#N tert-Butyl 2-((4-(((cis)-3-(5-chloro-2-cyanophenyl)cyclobutyl)carbamoyl)-1H-1,2,3-triazol-1-yl)methyl)-6,7-dihydrothiazolo[5,4-c]pyridine-5-carboxylate